tert-butyl (S)-4-((R)-10-chloro-11-(4-fluorophenyl)-3-methoxy-6-oxo-3,4-dihydro-2H,6H-[1,4]thiazepino[2,3,4-ij]quinazolin-8-yl)-3-methylpiperazine-1-carboxylate ClC=1C=C2C(=NC(N3C2=C(C1C1=CC=C(C=C1)F)SC[C@@H](C3)OC)=O)N3[C@H](CN(CC3)C(=O)OC(C)(C)C)C